ClC1=CC=C(C=C1)NC(=S)OC1CN(C1)C=1C(=C(C(=O)O)C=CC1)N1C=CC=C1 3-(3-(((4-chlorophenyl)thiocarbamoyl)oxy)azetidin-1-yl)-2-(1H-pyrrol-1-yl)benzoic acid